2-methoxy-5-(piperazin-1-yl)quinoline COC1=NC2=CC=CC(=C2C=C1)N1CCNCC1